5-bromo-3-methoxythiophene BrC1=CC(=CS1)OC